ClC1=C(C=CC(=C1)Cl)[C@@]1(OC[C@H](O1)COC1=CC=C(C=C1)N1CCN(CC1)C1=CC=C(C=C1)NC(C1=CN=CC=C1)=O)C N-(4-(4-(4-(((2R,4R)-2-(2,4-dichlorophenyl)-2-methyl-1,3-dioxolan-4-yl)methoxy)phenyl)piperazin-1-yl)phenyl)nicotinamide